N,N-diethylaminoethyl (Z)-7-[(1R,2R,3R,5S)-3,5-dihydroxy-2-[(1E,3R)-3-hydroxy-4-[(α,α,α-trifluoro-m-tolyl)oxy]-1-butenyl]cyclopentyl]-5-heptenoate O[C@H]1[C@@H]([C@H]([C@H](C1)O)C\C=C/CCCC(=O)OCCN(CC)CC)\C=C\[C@H](COC=1C=C(C=CC1)C(F)(F)F)O